C(CCCCCC(C)C)OC(=O)C1C(CCCC1)C(=O)OCCCCCCC(C)C Di-isononyl-1,2-cyclohexanedicarboxylate